CC1=NNC(=C1C)C(=O)NC=1C=C2C(=NC1)NC(=C2)C2=CC(=NC=C2)N2CCOCC2 3,4-dimethyl-N-(2-(2-morpholinopyridin-4-yl)-1H-pyrrolo[2,3-b]pyridin-5-yl)-1H-pyrazole-5-carboxamide